CN1C[C@H](NCC1=O)C1=CC=C(C(=O)OC)C=C1 Methyl (R)-4-(4-methyl-5-oxopiperazin-2-yl)benzoate